tert-Butyl 2-(3-((2-methoxyethyl)amino)propanamido)-5,7-dimethyl-3-(5-(1-methyl-1H-pyrazol-4-yl)benzo[d]thiazol-2-yl)-4,7-dihydrothieno[2,3-c]pyridine-6(5H)-carboxylate COCCNCCC(=O)NC1=C(C2=C(C(N(C(C2)C)C(=O)OC(C)(C)C)C)S1)C=1SC2=C(N1)C=C(C=C2)C=2C=NN(C2)C